1,3,4-thiadiazol-2-yl-morpholine S1C(=NN=C1)N1CCOCC1